N1(CCOCC1)C1=C(C#N)C=CC=N1 2-morpholinyl-nicotinonitrile